C(CCCCCCC)C(CCCCCCCC)OC(CCCCOC(=O)[C@H]1N(C[C@H](C1)O)CCCCCC(OCCCCCCCCCCC)=O)=O (2s,4s)-4-hydroxy-1-(6-oxo-6-undecoxy-hexyl)pyrrolidine-2-carboxylic acid [5-(1-octylnonyloxy)-5-oxo-pentyl] ester